CC(=C)C(=C)C 2,3-dimethylbutan-1,3-diene